3-{5-[6-(3,4-difluorophenyl)-2-azaspiro[3.3]hept-5-ene-2-carbonyl]-1-oxo-3H-isoindol-2-yl}piperidine-2,6-dione FC=1C=C(C=CC1F)C1=CC2(CN(C2)C(=O)C=2C=C3CN(C(C3=CC2)=O)C2C(NC(CC2)=O)=O)C1